1-[(1R)-1-[4-(3-Chloro-2-fluoro-anilino)quinazolin-6-yl]-3-azabicyclo[3.1.0]hexan-3-yl]prop-2-en-1-one ClC=1C(=C(NC2=NC=NC3=CC=C(C=C23)[C@@]23CN(CC3C2)C(C=C)=O)C=CC1)F